(R)-5-(2-((tetrahydro-2H-pyran-4-yl)amino)-7H-pyrrolo[2,3-d]pyrimidin-5-yl)-N-(1,1,1-trifluoropropan-2-yl)pyrazolo[1,5-a]pyridine-3-carboxamide O1CCC(CC1)NC=1N=CC2=C(N1)NC=C2C2=CC=1N(C=C2)N=CC1C(=O)N[C@@H](C(F)(F)F)C